3-(1-oxo-5-(piperidin-4-ylethynyl)isoindolin-2-yl)piperidine-2,6-dione O=C1N(CC2=CC(=CC=C12)C#CC1CCNCC1)C1C(NC(CC1)=O)=O